ClC1=NC=C(C(=C1)CN(C)C)C#CC=1C=NN(C1)C1CC1 1-(2-chloro-5-((1-cyclopropyl-1H-pyrazol-4-yl)ethynyl)pyridin-4-yl)-N,N-dimethylmethylamine